4-([1,1'-Biphenyl]-3-yl)-2-methyl-N-(4-methyl-1-azabicyclo[3.2.2]nonan-4-yl)piperazine-1-carboxamide C1(=CC(=CC=C1)N1CC(N(CC1)C(=O)NC1(CCN2CCC1CC2)C)C)C2=CC=CC=C2